(2E)-2-[(3-methoxy-1,4-dioxo-1,4-dihydronaphthalen-2-yl)methylidene]-N,N-dimethylpentanamide COC1=C(C(C2=CC=CC=C2C1=O)=O)\C=C(\C(=O)N(C)C)/CCC